3-(3-bromo-5-(isobutyryloxy)benzylidene-amino)benzoic acid BrC=1C=C(C=NC=2C=C(C(=O)O)C=CC2)C=C(C1)OC(C(C)C)=O